8-(4-chloro-2-fluoro-phenyl)-6-[(2S)-2-(1-methylpyrazol-4-yl)morpholin-4-yl]-3-(2,2,2-trifluoroethyl)pyrido[3,4-d]pyrimidin-4-one ClC1=CC(=C(C=C1)C1=NC(=CC2=C1N=CN(C2=O)CC(F)(F)F)N2C[C@@H](OCC2)C=2C=NN(C2)C)F